ClC1=CC=C(C=C1)NC(=O)C1=NC(=NC=C1)N1C=NC=C1 N-(4-chlorophenyl)-2-(1H-imidazol-1-yl)pyrimidine-4-carboxamide